1-methyl-2-(1,2,2-trimethylpropylidene)hydrazine CNN=C(C(C)(C)C)C